(1-(7-methylquinolin-5-yl)cyclopropyl)benzamide CC1=CC(=C2C=CC=NC2=C1)C1(CC1)C1=C(C(=O)N)C=CC=C1